tert-butyl N-[[1-[2-[4-chloro-3-(trifluoromethyl)phenyl]-5-[(2-hydroxyethyl amino)methyl]pyrimidin-4-yl]pyrrolidin-3-yl]methyl]carbamate ClC1=C(C=C(C=C1)C1=NC=C(C(=N1)N1CC(CC1)CNC(OC(C)(C)C)=O)CNCCO)C(F)(F)F